The molecule is an (omega-1)-hydroxy fatty acid ascaroside that is ascr#28 in which the pro-R hydrogen that is beta to the carboxy group is replaced by a hydroxy group. It is a metabolite of the nematode Caenorhabditis elegans. It has a role as a Caenorhabditis elegans metabolite. It is an (omega-1)-hydroxy fatty acid ascaroside, a 3-hydroxy carboxylic acid and a monocarboxylic acid. It derives from an ascr#28 and a (3R,15R)-3,15-dihydroxypalmitic acid. It is a conjugate acid of a bhas#28(1-). C[C@H]1[C@@H](C[C@H]([C@@H](O1)O[C@H](C)CCCCCCCCCCC[C@H](CC(=O)O)O)O)O